N-(2-fluoro-4-((5-methoxy-2,3-dihydro-[1,4]dioxino[2,3-f]quinolin-10-yl)oxy)phenyl)-N-(4-fluorophenyl)cyclopropan-1,1-dicarboxamide FC1=C(C=CC(=C1)OC1=CC=NC2=CC(=C3C(=C12)OCCO3)OC)N(C(=O)C3(CC3)C(=O)N)C3=CC=C(C=C3)F